acryloyloxypropylethoxydimethylsilane C(C=C)(=O)OCCC[Si](C)(C)OCC